OC(C)C=1C=CC(=NC1)CCOC1=CC=C(C=C1)C[C@@H]1C(NC(S1)=O)=O (R)-5-[[4-[2-[5-(R)-(1-hydroxyethyl)pyridin-2-yl]ethoxy]phenyl]methyl]-1,3-thiazolidine-2,4-dione